OCC1(CCC1)NC=1C2=C(N=C(N1)N1CC3=CC=C4C(=C3CC1)C=NN4)CC[S@]2=O (R)-4-((1-(hydroxymethyl)cyclobutyl)amino)-2-(3,6,8,9-tetrahydro-7H-pyrazolo[4,3-f]isoquinolin-7-yl)-6,7-dihydrothieno[3,2-d]pyrimidine 5-oxide